N-([1,2,4]triazolo[4,3-a]pyridin-3-yl)-3-(1-(2-cyanophenyl)piperidin-4-yl)propanamide N=1N=C(N2C1C=CC=C2)NC(CCC2CCN(CC2)C2=C(C=CC=C2)C#N)=O